((2-(((3S,6S,10aS)-3-(rel-(trans)-3-cyano-4-phenylpyrrolidine-1-carbonyl)-5-oxodecahydropyrrolo[1,2-a]azocin-6-yl)carbamoyl)benzo[b]thiophen-5-yl)difluoromethyl)phosphonic acid C(#N)[C@@H]1CN(C[C@H]1C1=CC=CC=C1)C(=O)[C@@H]1CC[C@H]2N1C([C@H](CCCC2)NC(=O)C2=CC1=C(S2)C=CC(=C1)C(F)(F)P(O)(O)=O)=O